(2R)-2-{3-[2-(Difluoromethoxy)pyridin-4-yl]isoxazol-5-yl}-1,1-difluoro-6-azaspiro[2.5]octan-6-sulfonamid FC(OC1=NC=CC(=C1)C1=NOC(=C1)[C@@H]1C(C12CCN(CC2)S(=O)(=O)N)(F)F)F